N-(cyclopropylmethyl)-N'-(3-oxotetrahydropyran-4-yl)oxamide C1(CC1)CNC(=O)C(=O)NC1C(COCC1)=O